[Si](C)(C)(C(C)(C)C)OC[C@H]1CN(CCN1C=1C(=NC(=CC1)C(=O)OC)F)C(=O)OC(C)(C)C |r| tert-Butyl (±)-3-(((tert-butyldimethylsilyl)oxy)methyl)-4-(2-fluoro-6-(methoxycarbonyl)pyridin-3-yl)piperazine-1-carboxylate